C(C)(C)(C)C=1C(=NC=CC1NC(CC1=NC=CC=C1OC)=O)C(=O)N tert-butyl-4-[[2-(3-methoxy-2-pyridinyl)acetyl]amino]pyridine-2-carboxamide